C(C)(C)(C)OC(=O)N(C(OC(C)(C)C)=O)C[C@@H]1C[C@H](C1)N1N=C(C(=C1)B1OC(C(O1)(C)C)(C)C)C1CC1 tert-butyl (tert-butoxycarbonyl)((trans-3-(3-cyclopropyl-4-(4,4,5,5-tetramethyl-1,3,2-dioxaborolan-2-yl)-1H-pyrazol-1-yl)cyclobutyl)methyl)carbamate